ethyl (6S,8R) or (6R,8S)-8-methyl-6-(trifluoromethyl)-5,6,7,8-tetrahydroimidazo[1,2-a]pyridine-2-carboxylate C[C@H]1C=2N(C[C@H](C1)C(F)(F)F)C=C(N2)C(=O)OCC |o1:1,5|